C(#N)C(CNC=1C(=CC=C2C=CC(=CC12)C1=NC=CC(=C1)NC(=O)C1CCN(CC1)C)OCC(F)(F)F)=C N-(2-{8-[(2-cyano-2-methylideneethyl)amino]-7-(2,2,2-trifluoroethoxy)naphthalen-2-yl}pyridin-4-yl)-1-methylpiperidine-4-carboxamide